CN1C[C@@H](CC[C@H]1C(F)(F)F)C1CC12NCCC(C2)C(=O)N ((3S,6S)-1-methyl-6-(trifluoromethyl)piperidin-3-yl)-4-azaspiro[2.5]octane-7-carboxamide